tert-butyl (1-(((2-(2,6-dioxopiperidin-3-yl)-1-oxoisoindolin-5-yl)methyl)amino)-3-methyl-1-oxobutan-2-yl)carbamate O=C1NC(CCC1N1C(C2=CC=C(C=C2C1)CNC(C(C(C)C)NC(OC(C)(C)C)=O)=O)=O)=O